C(C=C)(=O)OCCCC(COCC(CCCOC(C=C)=O)O)O bis-(3-acryloyloxyethyl-2-hydroxypropyl) ether